2-(1-hydroxypentyl)-6-methyl-3-phenethyl-1H-indole-5-carboxylic acid OC(CCCC)C=1NC2=CC(=C(C=C2C1CCC1=CC=CC=C1)C(=O)O)C